ethyl 6-(2-chloro-5-fluoropyrimidin-4-yl)-4-isopropyl-2-methylquinoline-3-carboxylate ClC1=NC=C(C(=N1)C=1C=C2C(=C(C(=NC2=CC1)C)C(=O)OCC)C(C)C)F